O1C(COCC1=O)=O dioxane-2,6-dione